4-(2-(2-chlorophenyl)-5,7-dihydroxy-4-oxo-4H-chromen-8-yl)-1-methylpiperidin-3-yl (tert-butoxycarbonyl)-L-alaninate C(C)(C)(C)OC(=O)N[C@@H](C)C(=O)OC1CN(CCC1C=1C(=CC(=C2C(C=C(OC12)C1=C(C=CC=C1)Cl)=O)O)O)C